3-(3-fluorophenyl)-1,4,2-dioxazol-5-one FC=1C=C(C=CC1)C1=NOC(O1)=O